C(C)C1=C(C=CC=C1)N1N=CC(=C1C)C(=O)NC1=NC(=CC=C1)C 1-(2-ethylphenyl)-5-methyl-N-(6-methylpyridin-2-yl)-1H-pyrazole-4-carboxamide